FC=1C=CC(=NC1)C1=NN2C(COC(C2)(C)C)=C1C1=CC(=NC=C1)NC(C1=CC=CC=C1)=O N-(4-(2-(5-Fluoropyridin-2-yl)-6,6-dimethyl-6,7-dihydro-4H-pyrazolo[5,1-c][1,4]oxazin-3-yl)pyridin-2-yl)benzamide